tert-butyl (S)-(1-((2-(4-(5-cyanopyrimidin-2-yl)piperazin-1-yl)-2-oxoethoxy)(methyl)amino)propan-2-yl)carbamate C(#N)C=1C=NC(=NC1)N1CCN(CC1)C(CON(C[C@H](C)NC(OC(C)(C)C)=O)C)=O